C(CC)[C@H]1CCC[C@@H](N1)[C@H](O)C1=CC(=CC=C1)O (R)-[(2R,6S)-6-propyl-2-piperidyl](m-hydroxyphenyl)methanol